tert-butyldimethylsilyl trifluoromethansulfonate FC(S(=O)(=O)O[Si](C)(C)C(C)(C)C)(F)F